(3S)-1-[3-(2-cyclopropylpyrrolidine-1-carbonyl)-5-(4-methyl-1H-1,3-benzodiazol-2-yl)pyridin-4-yl]-3-methylpyrrolidin-3-amine C1(CC1)C1N(CCC1)C(=O)C=1C=NC=C(C1N1C[C@](CC1)(N)C)C1=NC2=C(N1)C=CC=C2C